azaindole triphosphate OP(O)(=O)OP(=O)(O)OP(=O)(O)O.N1N=CC2=CC=CC=C12